tert-butyl (S)-4-((((9H-fluoren-9-yl)methoxy)carbonyl)amino)-5-oxopentanoate C1=CC=CC=2C3=CC=CC=C3C(C12)COC(=O)N[C@@H](CCC(=O)OC(C)(C)C)C=O